N(=[N+]=[N-])C(C)(C)C1=CN=C(C2=CN=C(C=C12)Cl)OC1CN(C1)C(C)=O 1-(3-((4-(2-Azidopropan-2-yl)-6-chloro-2,7-naphthyridin-1-yl)oxy)azetidin-1-yl)ethan-1-one